Dimethyl 5,5'-Dimethoxy-4,4'-dioxo-4H,4'H-[8,8'-bichromene]-2,2'-dicarboxylate COC1=C2C(C=C(OC2=C(C=C1)C=1C=CC(=C2C(C=C(OC12)C(=O)OC)=O)OC)C(=O)OC)=O